phenylmethylcarbodiimide C1(=CC=CC=C1)CN=C=N